N-(2-(diethylamino)ethyl)-2-(3-cyano-4-isobutoxyphenyl)-4-methylthiazole-5-carboxamide C(C)N(CCNC(=O)C1=C(N=C(S1)C1=CC(=C(C=C1)OCC(C)C)C#N)C)CC